4-((S)-2-Azido-1-methoxypropan-2-yl)-6-chloro-1-(cis-3-((methylsulfonyl)methyl)cyclobutoxy)-2,7-naphthyridine N(=[N+]=[N-])[C@@](COC)(C)C1=CN=C(C2=CN=C(C=C12)Cl)O[C@@H]1C[C@@H](C1)CS(=O)(=O)C